4-chloro-1-(4-bromophenyl)-1-butanol ClCCCC(O)C1=CC=C(C=C1)Br